C(C)(=O)C=1C(=NC(=CC1)Cl)NCC1(CC1)C#N 1-[[(3-acetyl-6-chloro-2-pyridyl)amino]methyl]cyclopropanecarbonitrile